CCC(CO)(CO)C(=O)O dimethylolbutyric acid